(iminoethano)phenanthren C=12C(=CC=C3C4=CC=CC=C4C=CC13)CCN2